BrC=1N=C(N(C1C1CC1)C)C1CCOCC1 4-bromo-5-cyclopropyl-1-methyl-2-(tetrahydro-2H-pyran-4-yl)-1H-imidazole